CC=1C(=C(C(=NC1Cl)C1=NC(=CC(=C1)C(=O)O)Cl)C)C(=O)O dimethyl-6,6'-dichloro(2,2'-bipyridine)-4,4'-dicarboxylic acid